FC(C1CN(CCC1N1N=CC=C1)CC1CCC2(CCNCC2C(C2=CC(=C(C=C2)C)N2C(NC(CC2)=O)=O)=O)CC1)F N-(3-(difluoromethyl)-1-(1-((3-(2,4-dioxotetrahydropyrimidin-1(2H)-yl)-4-methylbenzoyl)-3-azaspiro[5.5]undec-9-yl)methyl)piperidin-4-yl)-1H-pyrazol